1-(2-aminopropyl)-2-hydroxymethyl-5-benzyloxypyridin-4-one NC(CN1C(=CC(C(=C1)OCC1=CC=CC=C1)=O)CO)C